(R)-cyclopropyl 2-(((benzyloxy)carbonyl)amino)-3-(3-(4-chloro-1-ethyl-1H-pyrazol-5-yl)-5-fluorobenzamido)propanoate C(C1=CC=CC=C1)OC(=O)N[C@@H](C(=O)OC1CC1)CNC(C1=CC(=CC(=C1)F)C1=C(C=NN1CC)Cl)=O